2-(4-(4-chlorobenzoyl)phenoxy)-N-(3-(1,1-difluoro-6-phenylhex-1-en-2-yl)phenyl)-2-methylpropanamide ClC1=CC=C(C(=O)C2=CC=C(OC(C(=O)NC3=CC(=CC=C3)C(=C(F)F)CCCCC3=CC=CC=C3)(C)C)C=C2)C=C1